N-((1r,4r)-4-(hydroxymethyl)cyclohexyl)-2-(1H-imidazol-1-yl)-5H-pyrrolo[3,2-d]pyrimidine-4-carboxamide OCC1CCC(CC1)NC(=O)C=1C2=C(N=C(N1)N1C=NC=C1)C=CN2